N-[(3S,4S)-1,3-dimethyl-4-piperidyl]-6-[3-(2-methoxy-4-methylsulfonyl-anilino)prop-1-ynyl]-1-(2,2,2-trifluoroethyl)indol-4-amine CN1C[C@@H]([C@H](CC1)NC=1C=2C=CN(C2C=C(C1)C#CCNC1=C(C=C(C=C1)S(=O)(=O)C)OC)CC(F)(F)F)C